1-(2,3-dihydrothieno[3,4-b][1,4]dioxin-2-yl)-4-oxo-2,8,11,14-tetraoxa-5-azaheptadecan-17-oic acid O1C=2C(OCC1COCC(NCCOCCOCCOCCC(=O)O)=O)=CSC2